C(C(C)C)NC(=O)C=1C=C(C=CC1)B(O)O 3-(isobutylaminocarbonyl)phenylboronic acid